6-fluoro-3-[(4R)-4-[[6-oxo-5-(trifluoromethyl)-1H-pyridazin-4-yl]amino]-5-(trideuteriomethoxy)pentyl]-7-[5-(trifluoromethyl)pyrimidin-2-yl]quinazolin-4-one FC=1C=C2C(N(C=NC2=CC1C1=NC=C(C=N1)C(F)(F)F)CCC[C@H](COC([2H])([2H])[2H])NC=1C=NNC(C1C(F)(F)F)=O)=O